N3-(2-amino-9-(4-fluorobenzyl)-6-oxo-6,9-dihydro-1H-purin-8-yl)-N-(21-chloro-3,6,9,12,15-pentaoxahenicos-1-yl)-β-alaninamide NC=1NC(C=2N=C(N(C2N1)CC1=CC=C(C=C1)F)NCCC(=O)NCCOCCOCCOCCOCCOCCCCCCCl)=O